NC1=C(C=CC=C1C(C1=CC=CC=C1)=O)CC(=O)N 2-(2-amino-3-benzoylphenyl)acetamide